NC1=NC=C(C2=C1C(=NN2[C@@H]2CN(CC2)C(C=C)=O)C#CC2=CC1=C(N(C=N1)C)C=C2F)Cl (S)-1-(3-(4-amino-7-chloro-3-((6-fluoro-1-methyl-1H-benzo[d]imidazol-5-yl)ethynyl)-1H-pyrazolo[4,3-c]pyridin-1-yl)pyrrolidin-1-yl)prop-2-en-1-one